ClC1=CC=C(C=C1)C1=CCC(CN1C(=O)OC(C)(C)C)C tert-butyl 6-(4-chlorophenyl)-3-methyl-3,4-dihydro-2H-pyridine-1-carboxylate